C1(=CC=CC=C1)C1=CC=C(C=C1)C(=O)O 4'-biphenyl-carboxylic acid